BrC1=CC2=C(C(N(CC2)CC#N)=O)S1 2-{2-bromo-7-oxo-4H,5H,6H,7H-thieno[2,3-c]pyridin-6-yl}acetonitrile